CN(C)CCNC[Si](OC)(OC)OC (N,N-dimethylamino)ethylaminomethyltrimethoxysilane